CC(CCCCCCCCC(=O)SCCNC(CCNC([C@@H](C(COP(OP(OC[C@@H]1[C@H]([C@H]([C@@H](O1)N1C=NC=2C(N)=NC=NC12)O)OP(=O)(O)O)(=O)O)(=O)O)(C)C)O)=O)=O)CCCCCC 10-methylpalmityl-CoA